C(\C=C\C(=O)[O-])(=O)OCC Monoethyl Fumarate